(1R,2S,3R,4S)-3-(methoxycarbonyl)bicyclo[2.2.1]hept-5-ene-2-carboxylic acid COC(=O)[C@H]1[C@H]([C@H]2C=C[C@@H]1C2)C(=O)O